C(CCC)OCCOCCO 2-(2-butoxyethoxy)-ethanol